N-(2-bromo-4-(perfluoropropan-2-yl)-6-(trifluoromethyl)phenyl)-2-fluoro-3-((hydroxy)(4-cyanobenzoyl)amino)benzamide BrC1=C(C(=CC(=C1)C(C(F)(F)F)(C(F)(F)F)F)C(F)(F)F)NC(C1=C(C(=CC=C1)N(C(C1=CC=C(C=C1)C#N)=O)O)F)=O